(3-bromo-5-(difluoromethyl)-4-fluorophenoxy)(tert-butyl)dimethylsilane BrC=1C=C(O[Si](C)(C)C(C)(C)C)C=C(C1F)C(F)F